COC(C1=CC(=C(C=C1)NCC1=CC=CC=C1)C#N)=O 4-(Phenylmethylamino)-3-cyano-benzoic acid methyl ester